C12N(CC(CC1)C2)CCO 2-(2-azabicyclo[2.2.1]hept-2-yl)ethan-1-ol